NC=1C=C(C(=NC1)C(=O)N(C)C)Cl 5-amino-3-chloro-N,N-dimethylpyridineamide